C(C=C)OC1=NC(=NC(=N1)OCC=C)OCC=C 2,4,6-Tris(allyloxy)-1,3,5-Triazine